CC(CC(C#C)O)C 5-Methylhex-1-yn-3-ol